tris(dimethylamino)(cyclopentadienyl)titanium CN(C)[Ti](C1C=CC=C1)(N(C)C)N(C)C